pyrryl-piperidineamide N1C(=CC=C1)C1N(CCCC1)C(=O)N